(±)-1-(8-Fluoro-6-(5-fluoro-2-((5-(piperidin-4-yl)pyrimidin-2-yl)amino)pyrimidin-4-yl)quinolin-4-yl)ethanol trihydrochloride Cl.Cl.Cl.FC=1C=C(C=C2C(=CC=NC12)[C@@H](C)O)C1=NC(=NC=C1F)NC1=NC=C(C=N1)C1CCNCC1 |r|